C(C1=CC=CC=C1)OC=1C=C2CC[C@@H]([C@@H](C2=CC1)C1=CC=C(C=C1)OCCCBr)C1=CC=CC=C1 (1R,2S)-6-benzyloxy-1-[4-(3-bromopropoxy)phenyl]-2-phenyl-tetralin